(R)-1-(3-((4-chlorophenyl)oxy)phenoxy)-3-((2-hydroxyethyl)amino)propan-2-ol ClC1=CC=C(C=C1)OC=1C=C(OC[C@@H](CNCCO)O)C=CC1